[N+](=O)([O-])C=1C=CC=C2C=CN(C12)S(=O)(=O)C1=CC=C(C)C=C1 7-nitro-1-tosyl-1H-indole